FS(=O)(=O)OC1=CC=C(C=C1)OS(=O)(=O)F 1,4-bis-fluorosulfonyloxybenzene